methyl 3-[tert-butyl(dimethyl)silyl]oxycyclobutanecarboxylate [Si](C)(C)(C(C)(C)C)OC1CC(C1)C(=O)OC